OC[C@H]1O[C@H](C[C@@H]1O)OC (2R,3S,5R)-2-(hydroxymethyl)-5-methoxytetrahydrofuran-3-ol